NC(=O)OC(C)(C)C tert-butyl aminoformate